4-(3,5-difluorophenyl)-1H-1,2,3-triazol FC=1C=C(C=C(C1)F)C=1N=NNC1